1-(6-cyclopropyl-7-(4-fluorobenzyl)-2,3-dihydro-1H-pyrido[2,3-b][1,4]oxazin-1-yl)-2-((2R,5R)-5-methyl-2-(((R)-3-methylmorpholino)methyl)piperazin-1-yl)ethan-1-one C1(CC1)C=1C(=CC2=C(OCCN2C(CN2[C@H](CN[C@@H](C2)C)CN2[C@@H](COCC2)C)=O)N1)CC1=CC=C(C=C1)F